FC=1C=CC(=C(C1)C(=O)NCC1=CC=C(C(=O)Cl)C=C1)OC 4-{[(5-fluoro-2-methoxyphenyl)formamido]methyl}benzoyl chloride